COC(C(=C(OC)C)C1C(C=CC=C1)=COC1=C(C=CC(=C1)C)C)=O methyl-2-(o-(2,5-dimethylphenoxymethylene)-phenyl)-3-methoxyacrylic acid methyl ester